1-((3-chloropyridin-2-yl)methyl)-4-(2-(hydroxymethyl)-4-(2-isopropylphenoxy)phenyl)pyrrolidin-2-one ClC=1C(=NC=CC1)CN1C(CC(C1)C1=C(C=C(C=C1)OC1=C(C=CC=C1)C(C)C)CO)=O